COC1=CC(=CC2=C1C(=NO2)NS(=O)(=O)C2=C(C=CC=C2)OC)CN2CC(CC2)C(=O)O 1-((4-methoxy-3-((2-methoxyphenyl)sulfonamido)benzo[d]isoxazol-6-yl)methyl)pyrrolidine-3-carboxylic acid